C(C)(=O)OC1=C(C=C(C=CC=O)C=C1)OC 4-acetoxy-3-methoxycinnamaldehyde